6-METHYL-1H-INDOLE-2-BORONIC ACID CC1=CC=C2C=C(NC2=C1)B(O)O